2-(1H-imidazol-1-yl)-N-((1s,4s)-4-(2-methoxyethoxy)cyclohexyl)-6-methylpyrimidine-4-carboxamide N1(C=NC=C1)C1=NC(=CC(=N1)C(=O)NC1CCC(CC1)OCCOC)C